tert-butyl (3-bromo-4-((1S,3S)-1-((tert-butoxycarbonyl)amino)-5-azaspiro[2.4]heptan-5-yl)-5-chloro-6-fluoro-9H-pyrido[2,3-b]indol-8-yl)(methyl)carbamate BrC1=C(C2=C(NC3=C(C=C(C(=C23)Cl)F)N(C(OC(C)(C)C)=O)C)N=C1)N1C[C@@]2(C[C@@H]2NC(=O)OC(C)(C)C)CC1